C1(CCC1)OC1=NC(=NC(=C1C)C)C1=CC(=C(C(=C1)F)N1CCC(CC1)CC(=O)O)F 2-[1-[4-[4-(cyclobutoxy)-5,6-dimethyl-pyrimidin-2-yl]-2,6-difluoro-phenyl]-4-piperidinyl]acetic acid